1-methyl-4-[4-(5-methyl-1,3-benzoxazol-2-yl)piperidin-1-yl]-2-oxo-7-[(oxolane-3-yl)oxy]-1,2-dihydroquinoline-3-carbonitrile CN1C(C(=C(C2=CC=C(C=C12)OC1COCC1)N1CCC(CC1)C=1OC2=C(N1)C=C(C=C2)C)C#N)=O